6-((3,5-dicyclohexylphenyl)(methyl)amino)nicotinic acid C1(CCCCC1)C=1C=C(C=C(C1)C1CCCCC1)N(C1=NC=C(C(=O)O)C=C1)C